CC1=C(C=C(C=C1)C1=C(C(=O)N)C=CC=C1)OC1CCN(CC1)C(C1=CN=CC=C1)=O (4-methyl-3-(1-nicotinoylpiperidin-4-yloxy)phenyl)benzamide